5-bromo-N-tert-butyl-3-(2-oxopropyl)pyridinecarboxamide BrC=1C=C(C(=NC1)C(=O)NC(C)(C)C)CC(C)=O